NC1=C(C(=C(C=C1)N)F)F 1,4-Diamino-2,3-difluorobenzene